N-[2-bromo-6-chloro-4-(1,1,1,2,3,3,3-heptafluoropropan-2-yl)phenyl]-3-(ethyl(4-cyanobenzoyl)amino)-2-methoxybenzamide BrC1=C(C(=CC(=C1)C(C(F)(F)F)(C(F)(F)F)F)Cl)NC(C1=C(C(=CC=C1)N(C(C1=CC=C(C=C1)C#N)=O)CC)OC)=O